CC1=C(C=CC(=C1)C1=NC2=CC=CC=C2C(=C1)C)NC(OC(C)(C)C)=O tert-butyl (2-methyl-4-(4-methylquinolin-2-yl)phenyl)carbamate